2-((tetrahydro-2H-pyran-4-yl)methoxyl)isoindoline-1,3-dione O1CCC(CC1)CON1C(C2=CC=CC=C2C1=O)=O